5-amino-1-(4-benzyloxycyclohexyl)-3-(4-bromophenyl)pyrazole-4-carboxamide NC1=C(C(=NN1C1CCC(CC1)OCC1=CC=CC=C1)C1=CC=C(C=C1)Br)C(=O)N